1-{4-[(3S)-3-(5-phenyl-1,3,4-oxadiazol-2-yl)-1-pyrrolidinyl]-1-piperidinyl}ethanone C1(=CC=CC=C1)C1=NN=C(O1)[C@@H]1CN(CC1)C1CCN(CC1)C(C)=O